O[C@H]1[C@@H](N(C1)C(=O)O[C@H]1C[C@H](CC1)C1=CC(=NN1)NC(CC1=CC(=CC(=C1)F)F)=O)C (1R,3S)-3-(3-{[(3,5-difluorophenyl)acetyl]-amino}-1H-pyrazol-5-yl)-cyclopentyl (2S,3R)-3-hydroxy-2-methylazetidine-1-carboxylate